CC(C(=O)N1C=CC2=CC=CC(=C12)C1=CC=CC=C1)(C)C 2,2-dimethyl-1-(7-phenyl-1H-indol-1-yl)propan-1-one